dodecenyl-sodium C(=CCCCCCCCCCC)[Na]